4-isopropylcyclopent-1-en C(C)(C)C1CC=CC1